NCC=1C=NC(=NC1)C1=C(C=C(C#N)C=C1)OC1=NC(=NC(=C1)OCC(F)(F)F)C 4-[5-(aminomethyl)pyrimidin-2-yl]-3-[2-methyl-6-(2,2,2-trifluoroethoxy)pyrimidin-4-yl]oxybenzonitrile